FC(C1=CC=C(C(=N1)OC)[C@H]1[C@H](O[C@@]([C@H]1C)(C(F)(F)F)C)C(=O)NC1=CC(=NC=C1)C(=O)N)F (2S,3S,4S,5S)-4-[[3-[6-(Difluoromethyl)-2-methoxy-3-pyridyl]-4,5-dimethyl-5-(trifluoromethyl)tetrahydrofuran-2-carbonyl]amino]pyridin-2-carboxamid